BrC1=C(C=C2C(=NC=NC2=C1I)O)Cl 7-bromo-6-chloro-4-hydroxy-8-iodoquinazolin